ClC1=CC(N(C=2C=C(C(=NC12)NC1=C(C=CC=C1)C)NC(C1=CC(=CC(=C1)C(F)(F)F)F)=O)C)=O N-(8-chloro-5-methyl-6-oxo-2-(o-toluylamino)-5,6-dihydro-1,5-naphthyridin-3-yl)-3-fluoro-5-(trifluoromethyl)benzamide